2-methyl-N-[1,1-bis(hydroxymethyl)-2-hydroxy-ethyl]propionamide CC(C(=O)NC(CO)(CO)CO)C